ClC=1C(=NC(=NC1)NC1CCOCC1)C1=CC=C2CN(C(C2=C1)=O)CC(=O)N1C(CCC1)C 6-{5-chloro-2-[(oxan-4-yl)amino]pyrimidin-4-yl}-2-[2-(2-methylpyrrolidin-1-yl)-2-oxoethyl]-2,3-dihydro-1H-isoindol-1-one